2-[(2-fluoroacetyl)-[[(2S)-1-[1-(4-chlorophenyl)cyclopropanecarbonyl]pyrrolidine-2-carbonyl]amino]amino]acetamide tert-butyl-N-[5-[(3-fluorophenyl)-hydroxy-methyl]-2-pyridyl]carbamate C(C)(C)(C)OC(NC1=NC=C(C=C1)C(O)C1=CC(=CC=C1)F)=O.FCC(=O)N(CC(=O)N)NC(=O)[C@H]1N(CCC1)C(=O)C1(CC1)C1=CC=C(C=C1)Cl